O=C1N(C=CC(N1)=O)C1=CN=C2N1C=CC(=C2)C=2CCN(CC2)C(=O)OC(C)(C)C tert-butyl 4-(3-(2,4-dioxo-3,4-dihydropyrimidin-1(2H)-yl) imidazo[1,2-a]pyridin-7-yl)-3,6-dihydropyridine-1(2H)-carboxylate